C(CCCCCCC)C1C(C1)CCCCCCCCC(CCCCCCCC)C1NCCCC1 2-(1-(2-octylcyclopropyl)heptadecan-9-yl)piperidin